COC1=NC(=NC(=C1)C)NNC(=O)[C@@H]1C[C@@H](CCC1)NC(OC(C)(C)C)=O tert-butyl ((1R,3S)-3-(2-(4-methoxy-6-methylpyrimidin-2-yl)hydrazine-1-carbonyl)cyclohexyl)carbamate